(RS)-(5-chloro-2-[1,2,3]triazol-2-yl-phenyl)-[4-methyl-2-(2-methyl-benzothiazol-6-ylmethyl)-pyrazolidin-1-yl]-methanone ClC=1C=CC(=C(C1)C(=O)N1N(C[C@H](C1)C)CC1=CC2=C(N=C(S2)C)C=C1)N1N=CC=N1 |r|